diisopropyl 2,3-dicyanosuccinate C(#N)C(C(=O)OC(C)C)C(C(=O)OC(C)C)C#N